(S)-N-(1-(4-(cyclopropanesulphonylamino)pyridin-2-yl)propyl)-5-(6-ethoxypyrazin-2-yl)-4-methylthiazole-2-carboxamide C1(CC1)S(=O)(=O)NC1=CC(=NC=C1)[C@H](CC)NC(=O)C=1SC(=C(N1)C)C1=NC(=CN=C1)OCC